COC(C1=C(C=CC=C1)NC(C)C=1C=C(C=C2C(=CC(=NC12)C=1C=NC(=CC1)C=1C=NN(C1)C)N)C)=O 2-((1-(4-Amino-6-methyl-2-(6-(1-methyl-1H-pyrazol-4-yl)pyridin-3-yl)quinolin-8-yl)ethyl)amino)benzoic acid methyl ester